C1(=CC=CC=C1)C1=C(C(=CC(=C1)C1=CC=CC=C1)C1=CC=CC=C1)C1=CC=C(C=C1)B1OC(C(O1)(C)C)(C)C 2-(2',6'-diphenyl-[1,1':4',1''-terphenyl]-4-yl)-4,4,5,5-tetramethyl-1,3,2-dioxaborolan